4-(3,4,4a,5,6,7,8,8a-octahydronaphthalen-2-yl)-5-ethylsulfanyl-2-(1-methylpyrazol-3-yl)pyrazol-3-amine C1=C(CCC2CCCCC12)C1=C(N(N=C1SCC)C1=NN(C=C1)C)N